(2S)-4-chloro-2-[1-[2-fluoro-4-(1-methylethyl)phenyl]sulfonyl-4-piperidyl]-5-[[(3S)-tetrahydropyran-3-yl]methylamino]pyridazin-3-one ClC=1C(N(N=CC1NC[C@H]1COCCC1)C1CCN(CC1)S(=O)(=O)C1=C(C=C(C=C1)C(C)C)F)=O